perfluorophenyl 5-(difluoro(hydroxy(2-(pivaloylthio)ethoxy)phosphoryl)methyl)benzo[b]thiophene-2-carboxylate FC(C1=CC2=C(SC(=C2)C(=O)OC2=C(C(=C(C(=C2F)F)F)F)F)C=C1)(P(=O)(OCCSC(C(C)(C)C)=O)O)F